3-[4-[4-[(4-Aminocyclohexyl)methyl]piperazin-1-yl]-3-fluoro-2-methyl-phenyl]piperidine-2,6-dione NC1CCC(CC1)CN1CCN(CC1)C1=C(C(=C(C=C1)C1C(NC(CC1)=O)=O)C)F